Allyl 3-(((allyloxy) carbonyl) (methyl) amino)-4-(dimethylamino)-4-oxobutanoate C(C=C)OC(=O)N(C(CC(=O)OCC=C)C(=O)N(C)C)C